ClC=1C(=NC=CC1C1=C(C(=CC=C1)NC1=NC=CC(=C1F)CNCCO)C)C1=CC(=C(CNCC2CCC(N2)=O)C=C1)OC(F)F 5-(((4-(3-chloro-4-(3-((3-fluoro-4-(((2-hydroxyethyl)amino)methyl)pyridin-2-yl)amino)-2-methylphenyl)pyridin-2-yl)-2-(difluoromethoxy)benzyl)amino)methyl)pyrrolidin-2-one